[Na+].BrC1=CC(=C(C=C1)CS(=O)(=O)[O-])I (4-bromo-2-iodophenyl)methanesulfonic acid sodium salt